ethoxycarbonylmethyl 1,3-butanedisulfonate C(CC(C)S(=O)(=O)[O-])S(=O)(=O)OCC(=O)OCC